4-iodo-N-(5-methyl-1-((1r,3r)-3-(trifluoromethyl)cyclobutyl)-1H-pyrazol-3-yl)-2-(6-azaspiro[2.5]octan-6-yl)benzamide IC1=CC(=C(C(=O)NC2=NN(C(=C2)C)C2CC(C2)C(F)(F)F)C=C1)N1CCC2(CC2)CC1